2-chloro-N-(2-(1-cyclopropyl-2-hydroxy-2-methylpropyl)-3-oxoisoindolin-4-yl)-3,6-difluorobenzamide ClC1=C(C(=O)NC2=C3C(N(CC3=CC=C2)C(C(C)(C)O)C2CC2)=O)C(=CC=C1F)F